(R/S)-4-(3-(2-bromophenyl)piperazin-1-yl)-6-isopropyl-N-methylpyrimidin-2-amine BrC1=C(C=CC=C1)[C@@H]1CN(CCN1)C1=NC(=NC(=C1)C(C)C)NC |r|